ClC1=C(C(=O)Cl)C=C(C=C1)S(=O)(=O)F 2-chloro-5-fluorosulfonylbenzoyl chloride